pyrazolo[1,5-a]pyridine-4-carboxylic acid N1=CC=C2N1C=CC=C2C(=O)O